ClC1=CC2=C(N=C(S2)C2N(C(N(C2)C)=O)C)C=C1 4-(6-Chlorobenzothiazol-2-yl)-1,3-dimethylimidazolin-2-one